COC(C1CN(C1)C1=CC=C(C=C1)C1=C(COC=C1)C1=C(C=CC=C1)F)OC cis-4-(4-(3-(dimethoxymethyl)azetidin-1-yl)phenyl)-3-(2-fluorophenyl)pyran